2-methylpropane-1,3-diol carbonate C(O)(=O)OCC(CO)C